isopentyltri(t-butoxy)tin C(CC(C)C)[Sn](OC(C)(C)C)(OC(C)(C)C)OC(C)(C)C